C(C)C(C(CO)C)CCO 3-ethyl-2-methyl-1,5-pentanediol